9-(4-((1-(3-Fluoropropyl)azetidin-3-yliden)methyl)phenyl)-8-(4-(trifluoromethyl)phenyl)-6,7-dihydro-5H-benzo[7]annulen FCCCN1CC(C1)=CC1=CC=C(C=C1)C1=C(CCCC2=C1C=CC=C2)C2=CC=C(C=C2)C(F)(F)F